ClC1=CC=C2CC(=CN(C2=N1)C1=NC=NS1)C(=O)O 7-chloro-1-(1,2,4-thiadiazol-5-yl)-1,4-dihydro-1,8-naphthyridine-3-carboxylic acid